N-tert-butyl-1-(3,5-dichlorophenyl)-7-methoxy-N-methyl-8-(1-methylpyrazol-3-yl)-5H-isothiochromeno[4,3-c]pyrazole-3-carboxamide C(C)(C)(C)N(C(=O)C=1C2=C(N(N1)C1=CC(=CC(=C1)Cl)Cl)C=1C=C(C(=CC1CS2)OC)C2=NN(C=C2)C)C